FC(S(=O)(=O)OC1=C2C=NN(C2=CC2=C1C(=CC=C2)Cl)S(=O)(=O)C(F)(F)F)(F)F 5-chloro-1-((trifluoromethyl)sulfonyl)-1H-benzo[f]indazol-4-yl trifluoromethanesulfonate